N-(5-((5-(1,1-difluoroethyl)pyridin-2-yl)ethynyl)-8-(methylamino)-2,7-naphthyridin-3-yl)cyclopropanecarboxamide FC(C)(F)C=1C=CC(=NC1)C#CC1=C2C=C(N=CC2=C(N=C1)NC)NC(=O)C1CC1